1-(4,4-difluorocyclohex-1-en-1-yl)-5-fluoro-3-nitropyridin-2(1H)-one FC1(CC=C(CC1)N1C(C(=CC(=C1)F)[N+](=O)[O-])=O)F